5-(4-((3-methylmorpholino)methyl)phenyl)-2-oxo-6-(trifluoromethyl)-1,2-dihydropyridine-3-carboxamide CC1COCCN1CC1=CC=C(C=C1)C=1C=C(C(NC1C(F)(F)F)=O)C(=O)N